4-methylcyclohexane-1,2-dicarboxylic acid, calcium salt [Ca+2].CC1CC(C(CC1)C(=O)[O-])C(=O)[O-]